C(C)(C)(C)OC(=O)NC1=C2C(=CN(C2=C(C(=C1)Cl)Cl)CCNC(OC(C)(C)C)=O)C=1C=NN(C1)C1OCCCC1 tert-butyl N-[2-[4-(tert-butoxycarbonylamino)-6,7-dichloro-3-(1-tetrahydropyran-2-ylpyrazol-4-yl)indol-1-yl]ethyl]carbamate